COC=1C=C(C=CC1)C=1NC2=CC=C(C=C2C(C1)=O)C(=O)OCC ethyl 2-(3-methoxyphenyl)-4-oxo-1,4-dihydroquinoline-6-carboxylate